C(C1=CC=CC=C1)(=O)NC=1[Se]C(=CN1)C(=O)NC1=C(C=CC=C1)C 2-(benzoylamino)-N-(2-methylphenyl)-1,3-selenazole-5-carboxamide